(5-(2-(methylthio)pyrimidin-4-yl)furan-3-yl)methanol CSC1=NC=CC(=N1)C1=CC(=CO1)CO